(S)-methyl-2-((S)-3-cyclopropyl-2-(1H-pyrazole-5-carboxamido)propanamido)-3-((S)-2-oxopiperidin-3-yl)propanoate COC([C@H](C[C@H]1C(NCCC1)=O)NC([C@H](CC1CC1)NC(=O)C1=CC=NN1)=O)=O